OC=1C=C(C2=CC=CC=C2C1)C1=CC=C2C(=NC(=NC2=C1)OC[C@H]1N(CCC1)C)N1[C@H]2CN(C[C@@H]1CC2)C(=O)NC2=CC=NN2 (1R,5S)-8-(7-(3-hydroxynaphthalen-1-yl)-2-(((S)-1-methylpyrrolidin-2-yl)methoxy)quinazolin-4-yl)-N-(1H-pyrazol-5-yl)-3,8-diazabicyclo[3.2.1]octane-3-carboxamide